3-((S)-3-amino-3-methylpyrrolidin-1-yl)-5-chloro-N-((S)-1-cyclopropylethyl)-4-(3,5-difluorophenyl)picolinamide N[C@@]1(CN(CC1)C=1C(=NC=C(C1C1=CC(=CC(=C1)F)F)Cl)C(=O)N[C@@H](C)C1CC1)C